diethyl-methyl-[3-(2-methylprop-2-enoylamino)propyl]ammonium chloride [Cl-].C(C)[N+](CCCNC(C(=C)C)=O)(C)CC